N(=C=O)C1C(CCCC1)CCN=C=O 1-isocyanato-2-(2-isocyanatoeth-1-yl)cyclohexane